(beta-carboline-1-yl)-3,4,5-trihydroxy-1-pentanone C1(=NC=CC=2C3=CC=CC=C3NC12)C(CC(C(CO)O)O)=O